6-chloro-7-fluoro-2-methylquinazolin-4(3H)-one ClC=1C=C2C(NC(=NC2=CC1F)C)=O